(S)-N'-((2-(2-methoxypyridin-4-yl)-5-(trifluoromethyl)phenyl)carbamoyl)-6,6-dimethyl-6,7-dihydro-5H-pyrazolo[5,1-b][1,3]oxazine-3-sulfonimidamide COC1=NC=CC(=C1)C1=C(C=C(C=C1)C(F)(F)F)NC(=O)N=[S@@](=O)(N)C=1C=NN2C1OCC(C2)(C)C